ClC1=C(C=CC(=C1)C(F)(F)F)NC(CN1C(=C(C(C=2C1=NC=C(N2)OC(F)F)=O)N2CCN(CC2)C(=O)OC(C)(C)C)CC)=O tert-butyl 4-(5-(2-((2-chloro-4-(trifluoromethyl)phenyl)amino)-2-oxoethyl)-2-(difluoromethoxy)-6-ethyl-8-oxo-5,8-dihydropyrido[2,3-b]pyrazin-7-yl)piperazine-1-carboxylate